1-(4-(((1-(4-(1-acetyl-4-((4-chlorophenyl)amino)-2-methyl-1,2,3,4-tetrahydroquinolin-6-yl)phenyl)piperidin-4-yl)(methyl)amino)methyl)phenyl)dihydropyrimidine-2,4(1H,3H)-dione C(C)(=O)N1C(CC(C2=CC(=CC=C12)C1=CC=C(C=C1)N1CCC(CC1)N(C)CC1=CC=C(C=C1)N1C(NC(CC1)=O)=O)NC1=CC=C(C=C1)Cl)C